3-amyl-carbazole methyl-4-(2-(1-(tert-butoxycarbonyl)azetidin-3-yl)ethylamino)-6-chloropyridazine-3-carboxylate COC(=O)C=1N=NC(=CC1NCCC1CN(C1)C(=O)OC(C)(C)C)Cl.C(CCCC)C=1C=CC=2NC3=CC=CC=C3C2C1